NC1=C(C=C(C=N1)C=1C=C2N(N1)CC[C@]21CN(CC1)C(=O)NC(C)(C)C=1C=NC=CC1)C(F)(F)F (3R)-2'-[6-amino-5-(trifluoromethyl)pyridin-3-yl]-N-[2-(pyridin-3-yl)propan-2-yl]-5',6'-dihydrospiro[pyrrolidine-3,4'-pyrrolo[1,2-b]pyrazole]-1-carboxamide